O1CCN(CC1)C1=NC=2N(C=C1)N=CC2C(=O)O 5-morpholinopyrazolo[1,5-a]pyrimidine-3-carboxylic acid